CC=1OC(=C(N1)C)C(=O)NCC1=CC=C(C=C1)NC1=CC=C(C=C1)N1CCC(CC1)C(F)(F)F 2,4-Dimethyl-N-(4-((4-(4-(trifluoromethyl)piperidin-1-yl)phenyl)amino)benzyl)oxazole-5-carboxamide